(S)-1'-(8-((2-amino-3-chloropyridin-4-yl)thio)-7-methylimidazo[1,2-c]pyrimidin-5-yl)-6-methoxy-1,3-dihydrospiro[inden-2,4'-piperidin]-1-amine NC1=NC=CC(=C1Cl)SC=1C=2N(C(=NC1C)N1CCC3(CC1)[C@@H](C1=CC(=CC=C1C3)OC)N)C=CN2